ClC=1C=C2C(=C(N1)C(=O)OCC)NC=C2 ethyl 5-chloro-1H-pyrrolo[2,3-c]pyridine-7-carboxylate